4-(4-(tert-butyl)phenyl)-1,4-oxathian-4-ium 4-(butoxycarbonyl)-2-hydroxybenzenesulfonate C(CCC)OC(=O)C1=CC(=C(C=C1)S(=O)(=O)[O-])O.C(C)(C)(C)C1=CC=C(C=C1)[S+]1CCOCC1